(S)-2-((1-(2-(4,4-dimethylpiperidin-1-yl)-3,7-dimethyl-4-oxo-4H-pyrido[1,2-a]pyrimidin-9-yl)ethyl)amino)benzoic acid CC1(CCN(CC1)C=1N=C2N(C(C1C)=O)C=C(C=C2[C@H](C)NC2=C(C(=O)O)C=CC=C2)C)C